C(C)(C)(C)OC(=O)N1[C@H](CC[C@H]1CC1=CC=C(C=C1)OC)[C@H](O)C1=CC(=CC=C1)F (2R,5S)-2-((R)-(3-fluorophenyl)(hydroxy)methyl)-5-(4-methoxybenzyl)pyrrolidine-1-carboxylic acid tert-butyl ester